FC1=CC(=C(N(CC=2C=CC=C3C=CN=CC23)C)C=C1[N+](=O)[O-])OC 4-fluoro-2-methoxy-N-methyl-5-nitro-N-(isoquinolin-8-ylmethyl)aniline